4-(4-nitrobenzyl)morpholine [N+](=O)([O-])C1=CC=C(CN2CCOCC2)C=C1